COC=1C=C(C=CC1B1OC(C(O1)(C)C)(C)C)C1=CC=C(C=C1)C=1NC(C2=C(N1)CCSC2)=O 2-(3'-methoxy-4'-(4,4,5,5-tetramethyl-1,3,2-dioxaborolan-2-yl)-[1,1'-biphenyl]-4-yl)-3,5,7,8-tetrahydro-4H-thiopyrano[4,3-d]pyrimidin-4-one